CC1(CCN(CC1)C=1OC2=C(C=C(C=C2C(C1)=O)C)C(CC)NC1=C(C(=O)O)C=CC=C1)C 2-[1-[2-(4,4-dimethyl-1-piperidinyl)-6-methyl-4-oxo-chromen-8-yl]propylamino]benzoic acid